OC=1C=C(C2=C(C=CC=C2C1)I)C(=O)N1CC=2N=C(N=C(C2C1)N1C(CCCCC1)C)OCC1(CC1)CN1CCOCC1 (3-hydroxy-8-iodonaphthalen-1-yl)(4-(2-methylazepan-1-yl)-2-((1-(morpholinomethyl)cyclopropyl)methoxy)-5,7-dihydro-6H-pyrrolo[3,4-d]pyrimidin-6-yl)methanone